isophthalic acid dimethyl-isophthalate COC(C1=CC(C(=O)OC)=CC=C1)=O.C(C1=CC(C(=O)O)=CC=C1)(=O)O